1-(5-(Bromomethyl)pyridazin-3-yl)dihydropyrimidine-2,4(1H,3H)-dione BrCC=1C=C(N=NC1)N1C(NC(CC1)=O)=O